2-(4-imidazolyl)ethylamine N1C=NC(=C1)CCN